FC(C=1C=CC(=C2C=CC=NC12)N[C@H]1CN(CC1)C(=O)OC(C)(C)C)(F)F tert-butyl (R)-3-((8-(trifluoromethyl)quinolin-5-yl)amino)pyrrolidine-1-carboxylate